3-(((3-fluoropyridin-2-yl)methyl)amino)-5-(o-tolyloxy)-4H-benzo[e][1,2,4]thiadiazine 1,1-dioxide FC=1C(=NC=CC1)CNC1=NS(C2=C(N1)C(=CC=C2)OC2=C(C=CC=C2)C)(=O)=O